CNC1=CC(=NC=2N1N=CC2C(=O)N)NC=2C(N(C=CC2)C2=CC=NC=C2)=O 7-(methylamino)-5-((2-oxo-2H-[1,4'-bipyridyl]-3-yl)amino)-pyrazolo[1,5-a]pyrimidine-3-carboxamide